tert-Butyl 2-[(acetyloxy)methyl]-1,1-difluoro-6-azaspiro[2.5]octane-6-carboxylate C(C)(=O)OCC1C(C12CCN(CC2)C(=O)OC(C)(C)C)(F)F